C(CCC)OC(C(C(C(=O)OCCCC)C)(C)C#N)=O 2-cyano-2,3-dimethyl-succinic acid di-n-butyl ester